[(1S,1'R,3'S,5R,6S,7S,9S)-3'-acetyloxy-7-hydroxy-6',6'-dimethyl-10-methylidene-2,11-dioxospiro[3-oxatricyclo[7.2.1.01,6]dodecane-5,2'-cyclohexane]-1'-yl]methyl acetate C(C)(=O)OC[C@H]1[C@]2([C@H](CCC1(C)C)OC(C)=O)COC([C@@]13[C@H]2[C@H](C[C@@H](C(C1=O)=C)C3)O)=O